BrC=1C(=NN(N1)C)C=1C(=C(N)C=CC1)OC 3-(5-bromo-2-methyl-2H-1,2,3-triazol-4-yl)-2-methoxyaniline